2-[1-(2-naphthalen-1-ylethyl)imidazol-4-yl]-4-(1H-triazol-4-yl)pyridine C1C(NNN1)C2=CC(=NC=C2)C3=CN(C=N3)CCC4=CC=CC5=CC=CC=C54